FC(CC)(F)F trifluoropropan